CC1=C(C(=C(C1([Rh])C)C)C)C Pentamethylcyclopentadienyl-rhodium